FC1=CC=C(C=C1)C(C(C)N([C@@H](C)C(=O)O)C(C1=NC=CC(=C1OC(C)=O)OC)=O)C1=CC=C(C=C1)F.BrC(CC(C1=CC=C(C=C1)F)Br)C1=CC=CC=C1 1,3-dibromo-3-(4-fluorophenyl)propylbenzene (S)-1,1-Bis(4-fluorophenyl)propan-2-yl(3-acetoxy-4-methoxypicolinoyl)-L-alaninat